Cl.C1(CCC1)C1=NC(=C2N1CCNC2)I 3-cyclobutyl-1-iodo-5,6,7,8-tetrahydroimidazo[1,5-a]pyrazine hydrochloride